N-(5-amino-2-methylpyridin-3-yl)-2-(2-methoxypyridin-3-yl)pyrazolo[5,1-b]Thiazole-7-carboxamide NC=1C=C(C(=NC1)C)NC(=O)C=1C=NN2C1SC(=C2)C=2C(=NC=CC2)OC